5-fluoronaphthalin-2-ol FC1=C2C=CC(=CC2=CC=C1)O